hydroxymethyl-1,4-butanediol OCC(CCCO)O